BrC=1C=CC2=C(C(=CO2)COC2=C(C(=CC=C2)C)CC(=O)OCC)C1 ethyl 2-(2-((5-bromobenzofuran-3-yl)methoxy)-6-methylphenyl)acetate